2-(4-Chloro-3-fluorophenoxy)-2-methylpropanoic acid ClC1=C(C=C(OC(C(=O)O)(C)C)C=C1)F